r-((2-(4-(2-((2-(bis(2-hydroxydodecyl)amino)ethyl)(2-hydroxydodecyl)amino)ethyl)piperazin-1-yl)ethyl)azanediyl)bis(dodecan-2-ol) OC(CN(CCN(CCN1CCN(CC1)CCN(CCCCCCCCCC[C@@H](C)O)CCCCCCCCCCC(C)O)CC(CCCCCCCCCC)O)CC(CCCCCCCCCC)O)CCCCCCCCCC